OC1=C(C=C(C=C1C(C)(C)C)CCOC(C=C)=O)N1N=C2C(=N1)C=CC(=C2)Cl 2-[2-hydroxy-3-tert-butyl-5-(2-acryloyloxy-ethyl)phenyl]-5-chloro-2H-benzotriazole